(5-amino-7-methoxyimidazo[1,2-c]quinazolin-2-yl)(2-methylpiperidin-1-yl)methanone NC1=NC=2C(=CC=CC2C=2N1C=C(N2)C(=O)N2C(CCCC2)C)OC